C(C)(C)(C)OC(=O)N1CCN(CC1)C=1C2=C(N=CN1)C(=C[C@@H]2C)O (S)-4-(4-(tert-butoxycarbonyl)piperazin-1-yl)-7-hydroxy-5-methyl-5H-cyclopenta[d]pyrimidine